Aluminum isopropoxide CC([O-])C.[Al+3].CC([O-])C.CC([O-])C